ClC1=C(OCC2=NC=CC=C2OC2CCN(CC2)C(=O)OC(C)(C)C)C=CC(=C1)Cl tert-Butyl 4-((2-((2,4-dichlorophenoxy)methyl)pyridin-3-yl)oxy)piperidine-1-carboxylate